[Si](OCCCCCCCCCCCCCCCCCC)([O-])([O-])[O-].[Na+].[Na+].[Na+] sodium stearyl silicate